CC1=CC(=NN1C1=CC2=CC=CC=C2C=C1)N1CCNCC1 1-[5-methyl-1-(2-naphthyl)pyrazol-3-yl]piperazine